1-deoxy-2-(methylamino)-D-glucitol CN[C@@](C)(O)[C@@H](O)[C@H](O)[C@H](O)CO